C(C)C1=C(C=C(C(=O)O)C=C1)S(NC1=C(C=CC(=C1)C(F)(F)F)N1CC(C1)O)(=O)=O 4-ethyl-3-(N-(2-(3-hydroxyazetidin-1-yl)-5-(trifluoromethyl)phenyl)sulfamoyl)benzoic acid